(2r,5s)-3-(4-aminophenyl-ethyl)-2-(1-(4-bromophenyl)-3-(1H-pyrrol-3-yl)-1H-pyrazol-4-yl)-5-methyl-oxazolidin-4-one NC1=CC=C(C=C1)CCN1[C@H](O[C@H](C1=O)C)C=1C(=NN(C1)C1=CC=C(C=C1)Br)C1=CNC=C1